CN1C(C(=CC2=C1N=CN=C2N[C@H](C)C2=CC(=CC(=C2)C(F)(F)F)[N+](=O)[O-])C2=CCCN(C2)C(=O)[O-])=O (R)-5-(8-methyl-4-((1-(3-nitro-5-(trifluoromethyl)phenyl)ethyl)amino)-7-oxo-7,8-Dihydropyrido[2,3-d]pyrimidin-6-yl)-3,6-dihydropyridine-1(2H)-carboxylate